di(sulphoxyloxyethyl)dimethyl-ammonium S(=O)(=O)(O)C(C[N+](C)(C)CC(S(=O)(=O)O)OC1=C(C(=CC=C1)C)C)OC1=C(C(=CC=C1)C)C